2,2,2-trifluoro-N-((6-methylpyrazin-2-yl)methyl)acetamide FC(C(=O)NCC1=NC(=CN=C1)C)(F)F